8-methoxy-6-(3-(5-(6-(oxetan-3-yl)-2,6-diazaspiro[3.3]heptan-2-yl)pyridin-2-yl)-4-(2,2,2-trifluoroethyl)-1H-pyrazol-5-yl)-[1,2,4]triazolo[1,5-a]pyridine COC=1C=2N(C=C(C1)C1=C(C(=NN1)C1=NC=C(C=C1)N1CC3(C1)CN(C3)C3COC3)CC(F)(F)F)N=CN2